hafnium silicon oxide hafnium lanthanum [La].[Hf].[Si]=O.[Hf]